5-methyl-8-((3R,4R)-3-(2-morpholinoethoxy)-4-(3-(trifluoromethyl)phenoxy)piperidin-1-yl)-6-oxo-5,6-dihydro-1,5-naphthyridine-2-carbonitrile CN1C=2C=CC(=NC2C(=CC1=O)N1C[C@H]([C@@H](CC1)OC1=CC(=CC=C1)C(F)(F)F)OCCN1CCOCC1)C#N